C(CC)C1CCCCC(C1)N1NCCCCC1 6'-propyl-diazabicycloheptane